CC(=O)N[C@@H]1[C@H]([C@@H]([C@H](O[C@H]1O)CO)O[C@H]2[C@@H]([C@H]([C@H]([C@H](O2)CO)O)O[C@@]3(C[C@@H]([C@H]([C@@H](O3)[C@@H]([C@@H](CO)O)O)O)O)C(=O)O)O)O The molecule is a linear amino trisaccharide consisting of alpha-KDN, beta-D-galactose and N-acetyl-beta-D-glucosamine residues linked sequentially (2->3) and (1->4). It has a role as an epitope. It is an amino trisaccharide and a glucosamine oligosaccharide.